NCCNCCC[Si](OC)(OC)OC ((aminoethyl)aminopropyl)(trimethoxy)silane